CN1CCN(CC1)CC1=CC=C(C=C1)C1=CC2=C(C=3C=NNC3C=C2)C=2CCCCC12 7-(4-((4-methylpiperazin-1-yl)methyl)phenyl)-8,9,10,11-tetrahydro-3H-naphtho[1,2-e]indazole